2-amino-N-((trans-4-hydroxycyclohexyl)methyl)-3-methyl-N-((5-(trifluoromethyl)-2-pyridinyl)methyl)-6-quinolinecarboxamide NC1=NC2=CC=C(C=C2C=C1C)C(=O)N(CC1=NC=C(C=C1)C(F)(F)F)C[C@@H]1CC[C@H](CC1)O